(E)-2-(4-(3-(benzofuran-7-yl)-3-oxoprop-1-en-1-yl)-2,6-dimethylphenoxy)-2-methylpropanoic acid O1C=CC2=C1C(=CC=C2)C(/C=C/C2=CC(=C(OC(C(=O)O)(C)C)C(=C2)C)C)=O